4-chloro-3-isopropyl-3H-imidazo[4,5-c]pyridine-6-carboxylic acid methyl ester COC(=O)C1=CC2=C(C(=N1)Cl)N(C=N2)C(C)C